C(C1=CC=CC=C1)OC1=C(C=C(C=C1OC)CN1C=NC=2C1=NC=C(C2)C(F)(F)F)O 2-(benzyloxy)-3-methoxy-5-((6-(trifluoromethyl)-3H-imidazo[4,5-b]pyridin-3-yl)methyl)phenol